N-(4-hydroxy-phenyl)-2-naphthamide OC1=CC=C(C=C1)NC(=O)C1=CC2=CC=CC=C2C=C1